ClC=1C=C(C=CC1Cl)NC(=O)NC1=CC=C(C=C1)NC1=CC=NC2=CC(=C(C=C12)OC)OC 1-(3,4-dichlorophenyl)-3-(4-((6,7-dimethoxyquinolin-4-yl)amino)phenyl)urea